6-chloro-N-(2,4-difluoro-3-(2-(piperidin-4-ylamino)quinazolin-6-yl)phenyl)-1-hydroxy-5-methoxy-2,3-dihydro-1H-indene-4-sulfonamide ClC=1C(=C(C=2CCC(C2C1)O)S(=O)(=O)NC1=C(C(=C(C=C1)F)C=1C=C2C=NC(=NC2=CC1)NC1CCNCC1)F)OC